C(C1=CC=CC=C1)N1CC=2CCC(NC2CC1)=O 6-benzyl-3,4,5,6,7,8-hexahydro-1,6-naphthyridin-2(1H)-one